CNC1=CC(=C(C(=O)OC)C=C1)[N+](=O)[O-] methyl 4-(methylamino)-2-nitrobenzoate